(2E)-3-(1-methyl-1H-1,2,3-triazol-4-yl)prop-2-enoic acid tert-butyl ester C(C)(C)(C)OC(\C=C\C=1N=NN(C1)C)=O